palladium (II) bis(tricyclohexylphosphine) bis(trifluoroacetate) FC(C(=O)[O-])(F)F.FC(C(=O)[O-])(F)F.C1(CCCCC1)P(C1CCCCC1)C1CCCCC1.C1(CCCCC1)P(C1CCCCC1)C1CCCCC1.[Pd+2]